C12(C(=CC(CC1)C2)[C+]=O)[C+]=O norbornenedicarboxylium